[N+](=O)([O-])C1=CC=C(C=C1)C1=NN2C(SC1)=NN=C2CCC=2C=NC=CC2 (4-Nitrophenyl)-3-(2-(pyridine-3-yl)ethyl)-7H-[1,2,4]triazolo[3,4-b][1,3,4]thiadiazine